N-[(5-cyclopropanesulfonamido-1,2-thiazol-3-yl)methyl]-5-(6-ethoxypyrazin-2-yl)pyridine-2-carboxamide C1(CC1)S(=O)(=O)NC1=CC(=NS1)CNC(=O)C1=NC=C(C=C1)C1=NC(=CN=C1)OCC